(S)- and (R)-2-((4-cyanophenethyl)amino)-N-(3-fluoro-5-(1-methyl-1H-pyrazol-4-yl)-pyridin-2-yl)-2-phenylacetamide C(#N)C1=CC=C(CCN[C@H](C(=O)NC2=NC=C(C=C2F)C=2C=NN(C2)C)C2=CC=CC=C2)C=C1 |r|